6-oxo-6H-[1,3]dioxolo[4,5-H]chromene-8-carboxylic acid ethyl ester C(C)OC(=O)C=1OC=2C3=C(C=CC2C(C1)=O)OCO3